CC1=CC=C(S1)CC1=C(C(=O)N)C=CC=C1NC=1N=NC(=CC1)C1=CC=CC=C1 [(5-methylthiophen-2-yl)methyl]-3-[(6-phenylpyridazin-3-yl)amino]benzamide